2-(4-((2-(4-(5-chloropyrimidin-2-yl)piperidin-1-yl)-5,5-dioxo-7,8-dihydro-6H-thiopyrano[3,2-d]pyrimidin-4-yl)amino)-2-fluorophenyl)acetic acid ClC=1C=NC(=NC1)C1CCN(CC1)C=1N=C(C2=C(N1)CCCS2(=O)=O)NC2=CC(=C(C=C2)CC(=O)O)F